1,4-dioxolane-2,5-diol O1C(COC1O)O